C(C)(=O)NCCCC[C@H](NC(OCC1C2=CC=CC=C2C=2C=CC=CC12)=O)C(NCCCC[C@H](NC(N[C@@H](CCC(=O)OC(C)(C)C)C(=O)OC(C)(C)C)=O)C(=O)OC(C)(C)C)=O tri-tert-butyl (5S,12S,16S)-5-(4-acetamidobutyl)-1-(9H-fluoren-9-yl)-3,6,14-trioxo-2-oxa-4,7,13,15-tetraazaoctadecane-12,16,18-tricarboxylate